CC1=C(CNC(OC(C)(C)C)=O)C=CC(=C1)C1=CC=NC=2N1N=C(C2)N2CCOCC2 tert-butyl (2-methyl-4-(2-morpholinopyrazolo[1,5-a]pyrimidin-7-yl)benzyl)carbamate